N1N=CC2=C1CCOCC2 4,5,7,8-tetrahydro-1H-oxepino[4,5-c]pyrazole